diisobutyl-o-xylene C(C(C)C)C=1C(=C(C(=CC1)C)C)CC(C)C